1-Isopropylpyrrolidine-2,4-dione C(C)(C)N1C(CC(C1)=O)=O